5-acetyl-dihydro-2(3H)-furanone C(C)(=O)C1CCC(O1)=O